2,5-DIMETHYL-1H-PYRROLE-3,4-DICARBALDEHYDE CC=1NC(=C(C1C=O)C=O)C